N-(2-Chloro-4-(cyclopentylamino)phenyl)-2-hydroxybenzamide ClC1=C(C=CC(=C1)NC1CCCC1)NC(C1=C(C=CC=C1)O)=O